FC1=CC2=C(N(C(=N2)C(C)C)CN2C(CC(C2)CCC)=O)C=C1 1-[(5-fluoro-2-isopropyl-1H-benzimidazol-1-yl)methyl]-4-propylpyrrolidin-2-one